C1N(CCC2=CC=CC=C12)[C@H]1[C@@H](CN(CC1)C(=O)C1=CC(=NC=N1)NC1CCC(CC1)C#N)O 4-((6-(trans-4-(3,4-dihydroisoquinolin-2(1H)-yl)-3-hydroxypiperidine-1-carbonyl)pyrimidin-4-yl)amino)cyclohexane-1-carbonitrile